imidazo[1,2-a]pyridine-6,8-diamine N=1C=CN2C1C(=CC(=C2)N)N